3-[6-Chloro-3-[[(1R)-1-[2-(1-isopropylpyrazol-4-yl)-3,6-dimethyl-4-oxo-chromen-8-yl]ethyl]amino]-2-pyridyl]-4H-1,2,4-oxadiazol-5-one ClC1=CC=C(C(=N1)C1=NOC(N1)=O)N[C@H](C)C=1C=C(C=C2C(C(=C(OC12)C=1C=NN(C1)C(C)C)C)=O)C